COCCN1C=NC2=C1C=C(C=C2)C(=O)O.FC(OC2=C(C(=O)N)C=CC=C2)(F)F 2-(trifluoromethoxy)benzamide 1-(2-methoxyethyl)-1H-benzo[d]imidazole-6-carboxylate